C1(=CC=CC=C1)CCC(=O)N1O[C@@H]2[C@H](N([C@H]1C=C2)C(=O)OC)C2=CC(=CC=C2)C(F)(F)F |o1:13,15| Methyl (1S,4R*,6R*)-3-(3-phenylpropanoyl)-6-(3-(trifluoromethyl)phenyl)-2-oxa-3,5-diazabicyclo[2.2.2]oct-7-ene-5-carboxylate